BrC1=C(C(=O)OC)C=CC(=N1)C methyl 2-bromo-6-methylnicotinate